NC1=C(C=C(C=C1)S(=O)(=O)C)C#CC1=CC=CC=2N1N=C(N2)NC(=O)C2CC2 N-[5-[2-(2-amino-5-methanesulfonyl-phenyl)ethynyl]-[1,2,4]triazolo[1,5-a]pyridin-2-yl]cyclopropanecarboxamide